Glycinonitrile sulfate S(=O)(=O)(O)O.NCC#N